(ethoxymethylene) Diisopropylmalonate C(C)(C)C1(C(=O)OC(OCC)OC1=O)C(C)C